C12C3CCCC3C(C(C1)=O)C2 tricyclo[5.2.1.02,6]decan-8-one